FS(=O)(=O)[Si] fluorosulfonyl-silicon